2,4-dimercaptopyrimidineamine SC1(NC=CC(=N1)S)N